N-(2-cyclohexylethyl)-3-((4-(pyridin-2-ylmethoxy)phenyl)amino)benzenesulfonamide NICKEL-COBALT-MANGANESE [Mn].[Co].[Ni].C1(CCCCC1)CCNS(=O)(=O)C1=CC(=CC=C1)NC1=CC=C(C=C1)OCC1=NC=CC=C1